C[C@@H]1N(C(O[C@@H]1C1=CC=CC=C1)=O)C(=O)[C@H]1CC12CCN(CC2)C(=O)OCC2=CC=CC=C2 benzyl (S)-1-((4S,5R)-4-methyl-2-oxo-5-phenyloxazolidine-3-carbonyl)-6-azaspiro[2.5]octane-6-carboxylate